CC1(C2=CC=CC=C2C=2C(=CC=CC2C1(C)C)C(C)(C)O)C 2-(9,9,10,10-tetramethyl-9,10-dihydrophenanthren-4-yl)-2-propanol